O(C1=CC=CC=C1)CCN(CCC(C(=O)O)NC(=O)C1(CC1)CC1=NC=CC=C1)CCCCC1=NC=2NCCCC2C=C1 4-[2-phenoxyethyl-[4-(5,6,7,8-tetrahydro-1,8-naphthyridin-2-yl)butyl]amino]-2-[[1-(2-pyridylmethyl)cyclopropanecarbonyl]amino]butanoic acid